CC=1C=CC2=C(N=CO2)C1[N+](=O)[O-] 5-methyl-4-nitrobenzo[d]oxazole